BrC=1C=CC2=C(N=C(S2)Cl)C1 5-bromo-2-chlorobenzo[d]thiazole